[NH4+].NCC1(CCN(CC1)C1=NN2C(S1)=NC=C2C=2C(=NC(=CC2)OC)OC)O 4-(aminomethyl)-1-(5-(2,6-dimethoxypyridin-3-yl)imidazo[2,1-b][1,3,4]thiadiazol-2-yl)piperidin-4-ol Ammonium